Azaindole borate B(O)(O)O.N1N=CC2=CC=CC=C12